1-[2-(azetidin-1-yl)ethyl]-6-[2-(trifluoromethyl)-4-pyridinyl]-3H-imidazo[4,5-b]pyridin-2-one N1(CCC1)CCN1C(NC2=NC=C(C=C21)C2=CC(=NC=C2)C(F)(F)F)=O